2'-chloro-4'-(5-methyl-1,2,4-oxadiazol-3-yl)-[1,1'-biphenyl]-4-carbonyl chloride ClC1=C(C=CC(=C1)C1=NOC(=N1)C)C1=CC=C(C=C1)C(=O)Cl